CC(C)C(CCCN1CCN(CC1)C)=O 2-methyl-6-(4-methylpiperazin-1-yl)hexane-3-one